NC1=C(C(=NC(=C1I)Cl)Cl)C(=O)O 4-amino-2,6-dichloro-5-iodo-pyridine-3-carboxylic acid